1-(isoquinolin-3-yl)ethan-1-one C1=NC(=CC2=CC=CC=C12)C(C)=O